C(C)(C)C1C(CC(CC1)C)C(COC)(COC)CC[Si](C1=CC=CC=C1)(C1=CC=CC=C1)C1=CC=CC=C1 2-(2-isopropyl-5-methylcyclohexyl)-2-(2-triphenylsilylethyl)-1,3-dimethoxypropane